myristyldimethyl-amine C(CCCCCCCCCCCCC)N(C)C